(2S,3S,4R,5R)-6-{[(6aR,10aR)-6,6,9-trimethyl-3-(3-methylpentyl)-6H,6aH,7H,8H,10aH-benzo[c]isochromen-1-yl]oxy}-5-(hydroxymethyl)oxane-2,3,4-triol CC1(OC2=C([C@@H]3C=C(CC[C@@H]13)C)C(=CC(=C2)CCC(CC)C)OC2[C@@H]([C@H]([C@@H]([C@H](O2)O)O)O)CO)C